C(CCCCCCC)(=O)OC(CN(CC(CCCCCCCC)OC(CCCCCCC)=O)CCN(CC)CC)CCCCCCCC ((2-(diethylamino)ethyl)azanediyl)bis(decane-1,2-diyl) dioctanoate